(2S)-2-{3,3-dimethyl-4-[5-(2,2,2-trifluoroethoxy)pyrazine-2-carbonyl]piperazin-1-yl}-N-[5-(4-fluorophenoxy)pyridin-2-yl]propanamide CC1(CN(CCN1C(=O)C1=NC=C(N=C1)OCC(F)(F)F)[C@H](C(=O)NC1=NC=C(C=C1)OC1=CC=C(C=C1)F)C)C